C1(=C(C(=C(C(=C1[2H])[2H])[2H])[2H])[2H])NC1=CC2=CC=CC=C2C=C1 N-(phenyl-d5)naphthalene-2-amine